2-(3-(3,4-xylyl)allyl)-1,3-diphenylpropane C1(=CC(=C(C=C1)C)C)C=CCC(CC1=CC=CC=C1)CC1=CC=CC=C1